1-(2-aminopyridin-4-yl)-7-((3R)-3-(((3-chloro-6-methoxypyridin-2-yl)oxy)methyl)-2-azabicyclo[3.1.0]hex-2-yl)-6-fluoro-4-oxo-1,4-dihydroquinoline-3-carboxylic acid NC1=NC=CC(=C1)N1C=C(C(C2=CC(=C(C=C12)N1C2CC2C[C@@H]1COC1=NC(=CC=C1Cl)OC)F)=O)C(=O)O